C[C@@]1(C(NCC1)=O)C(=O)NNC(=O)C=1C(=C2N(N1)CCC2)NC2=CC=C(C=C2)C(F)(F)F (R)-N'-(3-methyl-2-oxopyrrolidine-3-carbonyl)-3-((4-(trifluoromethyl)phenyl)amino)-5,6-dihydro-4H-pyrrolo[1,2-b]pyrazole-2-carbohydrazide